BrC1=CC=C(C=C1)C1=NOC(N1)=O 3-(4-bromophenyl)-1,2,4-oxadiazol-5(4H)-one